OC1(CC=CC=C1)C#N 4-hydroxybenzene-4-nitrile